CNC(C1=CC=CC=C1)NC N,N'-dimethylbenzylenediamine